2-[4-[[1-ethyl-3-piperidyl]amino]pyrido[3,4-d]pyridazin-1-yl]-5-methylsulfonyl-phenol C(C)N1CC(CCC1)NC=1N=NC(=C2C1C=NC=C2)C2=C(C=C(C=C2)S(=O)(=O)C)O